FC1=C(CCl)C=C(C=C1)F 2,5-difluorobenzyl chloride